2,6-dihydroxynaphthalene OC1=CC2=CC=C(C=C2C=C1)O